N1=C(C=CC=C1)C=1N=CC(=NC1)C(=O)O 5-(pyridin-2-yl)pyrazine-2-carboxylic acid